iso-propoxytitanium C(C)(C)O[Ti]